4-(1-aminoethyl)-7,8-difluoro-2H-isoquinolin-1-one hydrochloride Cl.NC(C)C1=CNC(C2=C(C(=CC=C12)F)F)=O